benzyl-norbornene C(C1=CC=CC=C1)C12C=CC(CC1)C2